CC1=NC=C(C=C1)C1N(CCC1)C 2-methyl-5-(1-methylpyrrolidine-2-yl)pyridine